tert-butyl (3R)-4-[(4-{[2-amino-4-(pentylamino)-5H-pyrrolo[3,2-d]pyrimidin-5-yl]methyl}-3-methoxyphenyl)methyl]-3-(fluoromethyl)piperazine-1-carboxylate NC=1N=C(C2=C(N1)C=CN2CC2=C(C=C(C=C2)CN2[C@H](CN(CC2)C(=O)OC(C)(C)C)CF)OC)NCCCCC